9-(2-amino-6-(1,1,2,2-tetrafluoroethyl)pyrimidin-4-yl)-1-(3,4-difluorophenyl)-1,9-diazaspiro[5.5]undecan-2-one NC1=NC(=CC(=N1)N1CCC2(CCCC(N2C2=CC(=C(C=C2)F)F)=O)CC1)C(C(F)F)(F)F